FC(N1N=CC(=C1)C=1C(=CC(=NC1)NC1=NC(=NC=C1)C1=C(C=CC=C1OC)F)N1CCC2(CCN(C2)C)CC1)F N-(5-(1-(difluoromethyl)-1H-pyrazol-4-yl)-4-(2-methyl-2,8-diazaspiro[4.5]decan-8-yl)pyridin-2-yl)-2-(2-fluoro-6-methoxyphenyl)pyrimidin-4-amine